(1R,2S)-2-(3-((6-(1,1-dioxidothiomorpholino)-2-methylpyrimidin-4-yl)amino)-1H-indazol-6-yl)-5'-methoxyspiro[cyclopropane-1,3'-indolin]-2'-one O=S1(CCN(CC1)C1=CC(=NC(=N1)C)NC1=NNC2=CC(=CC=C12)[C@@H]1C[C@@]12C(NC1=CC=C(C=C21)OC)=O)=O